(R)-(3-(3-cyclobutyl-1,2,4-thiadiazol-5-yl)-8-methyl-5,6-dihydro-[1,2,4]triazolo[4,3-a]pyrazin-7(8H)-yl)(4-fluorophenyl)methanone C1(CCC1)C1=NSC(=N1)C1=NN=C2N1CCN([C@@H]2C)C(=O)C2=CC=C(C=C2)F